2-(2-(4-chloro-2-(trifluoromethyl)benzyl)-5-(methoxycarbonyl)-1H-indol-1-yl)acetic acid ClC1=CC(=C(CC=2N(C3=CC=C(C=C3C2)C(=O)OC)CC(=O)O)C=C1)C(F)(F)F